C(#N)C1=C(C=C(C=N1)N1C(N(C(C1=O)(C)C)CC(C(=O)OC)(C)C)=S)SC methyl 3-(3-(6-cyano-5-(methylthio)pyridin-3-yl)-5,5-dimethyl-4-oxo-2-thioxoimidazolidin-1-yl)-2,2-dimethylpropanoate